1-(7-(6-cyclopropyl-8-(2-methoxyethoxy)-7-(5-methyl-1H-indazol-4-yl)-2-(1-methylpiperidin-4-yl)quinazolin-4-yl)-2,7-diazaspiro[3.5]nonan-2-yl)prop-2-en-1-one C1(CC1)C=1C=C2C(=NC(=NC2=C(C1C1=C2C=NNC2=CC=C1C)OCCOC)C1CCN(CC1)C)N1CCC2(CN(C2)C(C=C)=O)CC1